C(#N)C=1C(C([C@@H]2CC[C@]3([C@@]4(CC[C@]5(CC[C@H]([C@@H]([C@H]5[C@H]4C(C=C3[C@]2(C1)C)=O)C)C)CC(=O)NCC)C)C)(C)C)=O 2-((1S,2R,4aR,6aR,6bS,8aR,12aS,14aR,14bS)-11-cyano-1,2,6a,6b,9,9,12a-heptamethyl-10,14-dioxo-1,3,4,5,6,6a,6b,7,8,8a,9,10,12a,14,14a,14b-hexadecahydropicen-4a(2H)-yl)-N-ethylacetamide